C(N)(=N)C1=CC=C(CNC(=O)C=2C=NN(C2)CC2=CC=C(C=C2)CC2=CC=C(C=C2)C#N)C=C1 N-(4-carbamimidoylbenzyl)-1-(4-(4-cyanobenzyl)benzyl)-1H-pyrazole-4-carboxamide